fluoro-N-benzylformamide tert-butyl-4-[2-[4-[2-(dimethylamino)ethoxy]anilino]-8-methyl-7-oxo-pyrido[2,3-d]pyrimidin-6-yl]-8-methoxy-2,3-dihydroquinoxaline-1-carboxylate C(C)(C)(C)OC(=O)N1CCN(C2=CC=CC(=C12)OC)C1=CC2=C(N=C(N=C2)NC2=CC=C(C=C2)OCCN(C)C)N(C1=O)C.FN(C=O)CC1=CC=CC=C1